C(C)(C)C1=CSC=2N=C(N=C(C21)NC2=CC=CC(=N2)C(C)(C)O)NC2=CC=C(C=C2)N2CCN(CC2)C 2-(6-((5-isopropyl-2-((4-(4-methylpiperazin-1-yl)phenyl)amino)thieno[2,3-d]pyrimidin-4-yl)amino)pyridin-2-yl)propan-2-ol